C(#N)CCOP(=O)([C@@]1(C[C@@H](O[C@@H]1COC(C1=CC=C(C=C1)OC)(C1=CC=C(C=C1)OC)C1=CC=CC=C1)N1C(=O)NC(=O)C(C)=C1)O)OC[C@@H]1[C@H](C[C@@H](O1)N1C(=O)NC(=O)C(C)=C1)O 5'-O-((2-cyanoethoxy)(5'-O-(4,4'-dimethoxytrityl)thymidine-3'-yl)phosphoryl)thymidine